(3R)-3-aminobutyric acid N[C@@H](CC(=O)O)C